2-{5-[(3,3-difluorocyclobutyl)methoxy]-2-fluoro-3-(trifluoromethyl)phenyl}-4-[(1-ethyl-1H-pyrazol-4-yl)methyl]-2,4-dihydro-3H-1,2,4-triazol-3-one FC1(CC(C1)COC=1C=C(C(=C(C1)N1N=CN(C1=O)CC=1C=NN(C1)CC)F)C(F)(F)F)F